N-(2'-acrylamido-2-methyl-[1,1'-biphenyl]-4-yl)-4-(methylsulfonyl)benzamide C(C=C)(=O)NC1=C(C=CC=C1)C1=C(C=C(C=C1)NC(C1=CC=C(C=C1)S(=O)(=O)C)=O)C